tert-butyl 4-(benzoyloxy)-3-((dimethylamino)methyl)-4-(3-(methoxy-d3)phenyl)piperidine-1-carboxylate C(C1=CC=CC=C1)(=O)OC1(C(CN(CC1)C(=O)OC(C)(C)C)CN(C)C)C1=CC(=CC=C1)OC([2H])([2H])[2H]